C(C)(C)C1=C(CC=2C(=NC(=NC2)N)NC2=CC=CC=C2)C=C(C(=C1)OC)OC 5-(2-Isopropyl-4,5-dimethoxy-benzyl)-N*4*-phenyl-pyrimidine-2,4-diamine